2-(3-amino-8-fluorodibenzo[b,e][1,4]dioxin-2-yl)propanol NC=1C(=CC2=C(OC3=C(O2)C=C(C=C3)F)C1)C(CO)C